tert-butyl (2-(5-methoxybenzo[b]thiophen-6-yl)ethyl)carbamate COC1=CC2=C(SC=C2)C=C1CCNC(OC(C)(C)C)=O